2-bromo-6-cyclopropylpyridine BrC1=NC(=CC=C1)C1CC1